9-(2-Oxo-1,2-dihydroquinolin-4-yl)-3,9-diazaspiro[5.5]undecane O=C1NC2=CC=CC=C2C(=C1)N1CCC2(CCNCC2)CC1